C(C1=CC=CC=C1)OC1=NC(=CC=C1C1=NN(C2=C(C=CC=C12)N1CCC(CC1)CN1[C@@H](CN(CC1)C(=O)OC(C)(C)C)C(F)(F)F)C)OCC1=CC=CC=C1 tert-butyl (S)-4-((1-(3-(2,6-bis(benzyloxy)pyridin-3-yl)-1-methyl-1H-indazol-7-yl)piperidin-4-yl)methyl)-3-(trifluoromethyl)piperazine-1-carboxylate